CC1(CCC(CC1)=CCC1OCC2(CO1)COC(OC2)CC=C2CCC(CC2)(C)C)C 3,9-bis(2-(4,4-dimethylcyclohexylidene)ethyl)-2,4,8,10-tetraoxaspiro[5.5]undecane